N-(3-(trifluoromethoxy)phenyl)-1H-1,2,4-triazole-3-carboxamide FC(OC=1C=C(C=CC1)NC(=O)C1=NNC=N1)(F)F